Br.FC=1C=CC(=NC1)NC(C)=O N-(5-fluoropyridin-2-yl)acetamide hydrobromide